[N+](=O)([O-])C=1C=CC2=C(N=CO2)C1 5-nitrobenzo[d]oxazole